2-(6-(cyclopentylmethyl)-4-(3-((4-methyl-4H-1,2,4-triazol-3-yl)methyl)oxetan-3-yl)pyridin-2-yl)-4-(trifluoromethyl)isoindolin-1-one C1(CCCC1)CC1=CC(=CC(=N1)N1C(C2=CC=CC(=C2C1)C(F)(F)F)=O)C1(COC1)CC1=NN=CN1C